FC1=CC=C(CN2N=C(C3=NC=C(C=C32)C=3C(=NOC3C)C)C)C=C1 4-(1-(4-fluorobenzyl)-3-methyl-1H-pyrazolo[4,3-b]pyridin-6-yl)-3,5-dimethylisoxazole